5',6'-Dihydro-2'H,4'H,5H-Spiro[Furo[3,4-b]Pyridine-7,3'-Pyran] O1CC2(CCC1)OCC=1C2=NC=CC1